FC1=CC=C(C=C1)NC1CCC2=C(C(=NO2)C)C2=C1C=C(C=C2)OC N-(4-fluorophenyl)-8-methoxy-1-methyl-5,6-dihydro-4H-benzo[6,7]cyclohepta[1,2-d]isoxazol-6-amine